bromobiphenyl-4-carboxylic acid BrC1=C(C=CC(=C1)C(=O)O)C1=CC=CC=C1